N=1ON=C(C1)Cl 2-oxa-1,3-diazol-4-yl chloride